C(C1=CC=CC=C1)NNC(C)C=1C=C2C(=NC(=NC2=CC1)N)N benzyl-2-(1-(2,4-diaminoquinazolin-6-yl)ethyl)hydrazine